C(C)(C)(C)C=1C=C(C=C(C1O)C)C(C(=O)O)C (3-tertiary butyl-4-hydroxy-5-methylphenyl)propionic acid